Cl.CC1=NC(=NO1)C=1C=C2CC[C@H](C2=CC1)N (R)-5-(5-methyl-1,2,4-oxadiazol-3-yl)-2,3-dihydro-1H-inden-1-amine hydrochloride